BrC=1N=CN(C1)CC1=C(C=C(C=C1)C1=NOC(=N1)C(F)(F)F)OC 3-[4-[(4-bromoimidazol-1-yl)methyl]-3-methoxy-phenyl]-5-(trifluoromethyl)-1,2,4-oxadiazole